2-(4-chlorophenyl)-N-(4-cyclobutyl-1-oxophthalazin-2(1H)-yl)acetamide ClC1=CC=C(C=C1)CC(=O)NN1C(C2=CC=CC=C2C(=N1)C1CCC1)=O